5-(4-methoxy-3-methylphenyl)-1,3,4-thiadiazole COC1=C(C=C(C=C1)C1=NN=CS1)C